4-[3-[2-chloro-4-[(2R)-2,4-dimethylpiperazin-1-yl]-6-fluorobenzoyl]-2,4-dihydro-1,3-benzoxazine-8-yl]-5-fluoro-2-(3-oxa-8-azabicyclo[3.2.1]octan-8-yl)benzoic acid ClC1=C(C(=O)N2COC3=C(C2)C=CC=C3C3=CC(=C(C(=O)O)C=C3F)N3C2COCC3CC2)C(=CC(=C1)N1[C@@H](CN(CC1)C)C)F